isopropyl 2-((4-((2-hydroxyethyl)(methyl-d3) amino)-2-(methoxy-d3)-5-nitrophenyl) amino)-4-(3,3,5-trimethyl-2,3-dihydro-1H-pyrrolo[3,2-b]pyridin-1-yl)pyrimidine-5-carboxylate OCCN(C1=CC(=C(C=C1[N+](=O)[O-])NC1=NC=C(C(=N1)N1CC(C2=NC(=CC=C21)C)(C)C)C(=O)OC(C)C)OC([2H])([2H])[2H])C([2H])([2H])[2H]